CS(=O)(=O)CC1=C(C=CC(=C1)[N+](=O)[O-])N1CCC1 1-[2-(methylsulfonylmethyl)-4-nitrophenyl]azetidine